N,6-bis(trichloromethyl)s-triazine ClC(N1CN=CN=C1C(Cl)(Cl)Cl)(Cl)Cl